C(C)(C)(C)OC(CCC(=O)C=1N=C(OC1)C)=O 4-(2-Methyloxazol-4-yl)-4-oxobutanoic acid tert-butyl ester